3-(trifluoro-methyl)-pyrazol FC(C1=NNC=C1)(F)F